C(C=C)(=O)OCCOC1=CC=C(C=C1)C1(C2=CC=CC=C2C=2C=CC=CC12)C1=CC=C(C=C1)OCCOC(C=C)=O 9,9-bis[4-(2-acryloxyethoxy)phenyl]fluorene